(6-bromo-1H-pyrrolo[3,2-c]pyridin-3-yl)-(4,4-difluoropiperidino)methanone BrC1=CC2=C(C=N1)C(=CN2)C(=O)N2CCC(CC2)(F)F